1-(3-bromo-4-(trifluoromethoxy)phenyl)-1H-imidazole-4-amine BrC=1C=C(C=CC1OC(F)(F)F)N1C=NC(=C1)N